C(C1=CC=CC=C1)OC1=C(C(=CC(=C1)F)C(F)(F)F)Br 1-(Benzyloxy)-2-bromo-5-fluoro-3-(trifluoromethyl)benzene